2,3,6,7-tetramethyl-octane CC(C)C(CCC(C(C)C)C)C